tert-butyl 2-[2-chloro-3-(trifluoromethoxy)pyridin-4-yl]acetate ClC1=NC=CC(=C1OC(F)(F)F)CC(=O)OC(C)(C)C